FC(=C1[C@](CN(CC1)CC)(C)CO)F (S)-(4-(difluoromethylene)-1-ethyl-3-methylpiperidin-3-yl)methanol